ClC1=C2C(C(NC2=C(C=C1)Cl)=O)(O)CC(=O)C1=CC=C(C=C1)C1CC1 4,7-Dichloro-3-(2-(4-Cyclopropylphenyl)-2-Oxoethyl)-3-Hydroxyindolin-2-One